CC=1C=C(C=NC1C(F)(F)F)CNCC[C@]1(CCOC2(CCCC2)C1)C1=NC=CC=C1 {[5-methyl-6-(trifluoromethyl)pyridin-3-yl]methyl}({2-[(9R)-9-(pyridin-2-yl)-6-oxaspiro[4.5]decan-9-yl]ethyl})amine